C(C)C1=C(C(=O)C=2C=NC3=CC(=CC=C3C2OC2=CC=C(C=C2)/C=C/C(=O)O)O)C=CC=C1 (E)-3-(4-((3-(2-ethylbenzoyl)7-hydroxyquinolin-4-yl)oxy)phenyl)acrylic acid